C(C1CO1)N1C(=O)N(C(=O)C(C1=O)(CCC(C)C)CC)CC1CO1 1,3-diglycidyl-5-ethyl-5-isopentyl-barbituric acid